C(C1=CC=CC=C1)OC1=CC(=CC=C1)CCCOCCl 1-(benzyloxy)-3-[3-(chloromethoxy)propyl]benzene